3,8-diazabicyclo[3.2.1]octane-8-carboxylic acid ethyl ester C(C)OC(=O)N1C2CNCC1CC2